1-(bicyclo[1.1.1]pent-1-yl)-4-(((1R,5S,6s)-3-(tert-butoxycarbonyl)-3-azabicyclo[3.1.0]hex-6-yl)amino)-6-oxo-1,6-dihydropyridine-3-carboxylic acid C12(CC(C1)C2)N2C=C(C(=CC2=O)NC2[C@@H]1CN(C[C@H]21)C(=O)OC(C)(C)C)C(=O)O